C1(=CC=CC=C1)N1C2=CC=CC=C2C=2C=CC(=CC12)C1=CC=CC=2NC3=CC=CC=C3C12 9-phenyl-9H,9'H-2,4'-bicarbazole